2-bromo-6-hydrazinopyridine BrC1=NC(=CC=C1)NN